(3R)-4-amino-3-methyl-N-(2-propanyl)-N-((5-(trifluoromethyl)-2-pyridinyl)methyl)-1,3-dihydrofuro[3,4-c]quinoline-8-carboxamide NC1=NC=2C=CC(=CC2C2=C1[C@H](OC2)C)C(=O)N(CC2=NC=C(C=C2)C(F)(F)F)C(C)C